[2-[[6,7-Dichloro-3-(1H-pyrazol-4-yl)-1H-indol-4-yl]oxy]cyclopropyl]methanol hydrochloride Cl.ClC1=CC(=C2C(=CNC2=C1Cl)C=1C=NNC1)OC1C(C1)CO